(2-fluoro-4-methyl-5-(2-(methylamino)-8,9-dihydroimidazo[1',2':1,6]pyrido[2,3-d]pyrimidin-6-yl)phenyl)-4-(2-hydroxypropan-2-yl)picolinamide FC1=C(C=C(C(=C1)C)C1=CC2=C(N=C(N=C2)NC)N2C1=NCC2)C=2C(=NC=CC2C(C)(C)O)C(=O)N